3-ethoxycarbonyl-tricyclo[3.2.1.02,4]oct-6-ene C(C)OC(=O)C1C2C3C=CC(C12)C3